N-(fluorosulfonyl)-N-(trifluoromethylsulfonyl)amide ammonium salt [NH4+].FS(=O)(=O)[N-]S(=O)(=O)C(F)(F)F